(E)-3,5-dimethyladamantane CC12CC3CC(CC(C1)(C3)C)C2